2-bromo-6-(trifluoromethyl)phenol BrC1=C(C(=CC=C1)C(F)(F)F)O